tert-butyl-3-aminoindole C(C)(C)(C)C=1NC2=CC=CC=C2C1N